COC(C(=CO)OC1=C(C=CC(=C1)C1CCCCC1)C)=O 2-(5-cyclohexyl-2-methyl-phenoxy)-3-hydroxy-prop-2-enoic acid methyl ester